NC1=NC=CC2=CC=C(C=C12)C=1C=C2C(=NC1)N(N=C2COC2=C(C=CC=C2)CC(=O)O)C2CCC2 2-(2-((5-(1-aminoisoquinolin-7-yl)-1-cyclobutyl-1H-pyrazolo[3,4-b]pyridin-3-yl)methoxy)phenyl)acetic acid